methyl 5-(3-(1-(5-(aminomethyl)-2-methylbenzamido)ethyl)-5-(thiophen-2-yl)phenyl)-1H-pyrrole-3-carboxylate NCC=1C=CC(=C(C(=O)NC(C)C=2C=C(C=C(C2)C=2SC=CC2)C2=CC(=CN2)C(=O)OC)C1)C